2-((2R,3aS,4aS,7R,8aR,9S,9aS)-2-(2-(benzyloxy)ethyl)-3,9-dihydroxydecahydrofurano[3,2-b]pyrano[2,3-e]pyran-7-yl)acetic acid methyl ester COC(C[C@H]1CC[C@H]2[C@@H]([C@@H]([C@H]3[C@@H](O2)C([C@H](O3)CCOCC3=CC=CC=C3)O)O)O1)=O